C(CCCCCCCCCCCCCC)(=O)OC[C@@H](OO)COP(=O)([O-])OCC[N+](C)(C)C 1-pentadecanoyl-2-hydroxy-sn-glycero-3-phosphocholine